C1(CC1)C1=NN(C=C1C1=CC2=C(C=N1)C=NN2C)[C@@H]2C[C@H](C2)CNC=2C=C1C(N(C(C1=CC2)=O)C2C(NC(CC2)=O)=O)=O 5-(((trans-3-(3-cyclopropyl-4-(1-methyl-1H-pyrazolo[4,3-c]pyridin-6-yl)-1H-pyrazol-1-yl)cyclobutyl)methyl)amino)-2-(2,6-dioxopiperidin-3-yl)isoindoline-1,3-dione